diethylsilyl-bis(indenyl)zirconium dichloride [Cl-].[Cl-].C(C)[SiH](CC)[Zr+2](C1C=CC2=CC=CC=C12)C1C=CC2=CC=CC=C12